p-toluyl phenylacetate (PARA-CRESYL PHENYL ACETATE) C1(=CC=C(C=C1)C)C(C(=O)O)C1=CC=CC=C1.C1(=CC=CC=C1)CC(=O)OC1=CC=C(C=C1)C